ClC1=C(C(=C(C#N)C(=C1)OC1CC1)C1=C(C=NN1C)C1=CC2=C(C(NN=C2CCl)=O)C(=N1)OC1CC1)F 4-chloro-2-(4-(1-(chloromethyl)-5-cyclopropyloxy-4-oxo-3,4-dihydropyrido[3,4-d]pyridazin-7-yl)-1-methyl-1H-pyrazol-5-yl)-6-cyclopropyloxy-3-fluorobenzonitrile